2-(2-methyl-4-(trifluoromethyl)pyrimidin-5-yl)-2,6-diazaspiro[3.4]octane CC1=NC=C(C(=N1)C(F)(F)F)N1CC2(C1)CNCC2